OCC(C)(C)N1CCN(CC1)C(=O)O 4-(1-hydroxy-2-methylpropan-2-yl)piperazine-1-carboxylic acid